tert-butyl 2-((2-fluoro-4-iodophenyl) amino)-6-methoxythieno[2,3-b]pyridine-3-carboxylate FC1=C(C=CC(=C1)I)NC1=C(C=2C(=NC(=CC2)OC)S1)C(=O)OC(C)(C)C